N-hydroxy-4-(1-isopropyl-5-(methoxymethyl)-1H-benzo[d]imidazol-2-ylamino)benzamide ONC(C1=CC=C(C=C1)NC1=NC2=C(N1C(C)C)C=CC(=C2)COC)=O